Trimethyl 2,2',2''-nitrilotriacetate N(CC(=O)OC)(CC(=O)OC)CC(=O)OC